ClC1(CC=2C(=CN=CC2)O1)C1=C(C(=CC(=C1Cl)OC)OC)Cl 2-chloro-2-(2,6-dichloro-3,5-dimethoxyphenyl)furo[2,3-c]pyridine